(2S,3S)-3-(6-((5-isopropyl-1H-pyrazol-3-yl)amino)-1H-pyrazolo[3,4-b]pyrazin-1-yl)pentan-2-ol C(C)(C)C1=CC(=NN1)NC1=CN=C2C(=N1)N(N=C2)[C@H]([C@H](C)O)CC